O1CC(C1)N1CCC(CC1)C1=CC=C(C=C1)C1(CCC1)NC1=NC=C(C=N1)C(=O)OCC Ethyl 2-((1-(4-(1-(oxetan-3-yl)piperidin-4-yl)phenyl)cyclobutyl)amino)pyrimidine-5-carboxylate